3,5-dichloro-N-(pyridine-4-carboximidoyl)pyridine-4-carboxamide ClC=1C=NC=C(C1C(=O)NC(=N)C1=CC=NC=C1)Cl